2-[3-(hydroxymethyl)piperidin-1-yl]benzonitrile OCC1CN(CCC1)C1=C(C#N)C=CC=C1